C(C)C(C(=O)O)=CC=CC=CC=CC=CCCCCCCCCC.C(C=CC=CC=CC=CC=CCCCCCCCCC)(=O)OCC ethyl eicosapentaenoate (ethyl eicosapentaenoate)